CC1(CCN(CC1)C(C(C)(C)C)=O)C(=O)N[C@H](C(=O)O)CCCCCCCC1=NC=2NCCCC2C=C1 (S)-2-(4-methyl-1-pivaloylpiperidine-4-carboxamido)-9-(5,6,7,8-tetrahydro-1,8-naphthyridin-2-yl)nonanoic acid